[N+](=O)([O-])C=1C=CC=C2C=CNC12 L-7-nitroindole